5-(((R)-1-((1-(4-(4-chloro-1-(4-hydroxyphenyl)-2-phenylbut-1-en-1-yl)phenyl)piperidin-4-yl)methyl)piperidin-3-yl)amino)-2-(2,6-dioxopiperidin-3-yl)isoindoline-1,3-dione ClCCC(=C(C1=CC=C(C=C1)O)C1=CC=C(C=C1)N1CCC(CC1)CN1C[C@@H](CCC1)NC=1C=C2C(N(C(C2=CC1)=O)C1C(NC(CC1)=O)=O)=O)C1=CC=CC=C1